N-(6-methyl-2,3,4,4a,9,9a-hexahydro-1H-xanthen-9-yl)-2-oxo-6-(trifluoromethyl)-1,2-dihydropyridine-3-carboxamide CC=1C=C2OC3CCCCC3C(C2=CC1)NC(=O)C=1C(NC(=CC1)C(F)(F)F)=O